3-ethyl-4-methylcyclopentenone C(C)C1=CC(CC1C)=O